ClC1=C(C(=NC(=N1)CC1=CC=C(C=C1)C)N)OC1=C(C=CC=C1)OC 6-Chloro-5-(2-methoxyphenoxy)-2-(4-methylbenzyl)pyrimidin-4-amine